CC1=CN(C2=NC=C(C=C21)N)CC2=CC=C(C=C2)C(F)(F)F 3-methyl-1-(4-(trifluoromethyl)benzyl)-1H-pyrrolo[2,3-b]pyridin-5-amine